C1(CCC1)N1C2CC(CC1CC2)N2CCC(CC2)C=2C=CC1=C(N(C(=N1)C1=CC=C(C=C1)S(=O)(=O)C)C)C2F 6-(1-(8-Cyclobutyl-8-azabicyclo[3.2.1]octan-3-yl)piperidin-4-yl)-7-fluoro-1-methyl-2-(4-(methylsulfonyl)phenyl)-1H-benzo[d]imidazol